C1(CC1)CC(=N[C@@H](C)C1=CC=CC=C1)C1=CC(=C(C=C1)COCOC)F (S)-2-cyclopropyl-1-(3-fluoro-4-((methoxymethyloxy)methyl)phenyl)-N-(1-phenylethyl)ethan-1-imine